3-chloro-N-(2,2-difluoro-2λ3-ethyl)pyridinamide tert-butyl-(R)-(1-(5-((4-fluorobenzyl)oxy)-1H-indol-1-yl)propan-2-yl)carbamate C(C)(C)(C)N(C(O)=O)[C@@H](CN1C=CC2=CC(=CC=C12)OCC1=CC=C(C=C1)F)C.ClC=1C(=NC=CC1)C(=O)NC[C](F)F